cyclopropyl-6-ethyl-3-((3-(2-(2-((methyl-d3)amino)propanamido)ethyl)phenyl)amino)pyrazine-2-carboxamide C1(CC1)C=1N=C(C(=NC1CC)C(=O)N)NC1=CC(=CC=C1)CCNC(C(C)NC([2H])([2H])[2H])=O